C(C)(C)[C@H]1N=C([C@@H](N=C1OC)[C@H](C[N+](=O)[O-])C)OC (2R,5S)-2-isopropyl-3,6-dimethoxy-5-[(1S)-1-methyl-2-nitro-ethyl]-2,5-dihydropyrazine